2-[(2R)-3-(3,4-Dihydro-1H-isochinolin-2-yl)-2-hydroxy-propyl]-4,4-dimethyl-6-morpholino-3H-isochinolin-1-on C1N(CCC2=CC=CC=C12)C[C@H](CN1C(C2=CC=C(C=C2C(C1)(C)C)N1CCOCC1)=O)O